1-chlorotetrahydro-1H,3H-pyrrolo[1,2-c][1,3,2]oxazaphosphole ClP1OCC2N1CCC2